C(#N)CC(C(=O)OCC)=P(C1=CC=CC=C1)(C1=CC=CC=C1)C1=CC=CC=C1 ethyl 3-cyano-2-(triphenyl-λ5-phosphanylidene)propanoate